NN1CCCC(C1)C(=O)N1CC(OCC1)(C)C amino-5-(2,2-dimethylmorpholine-N-carbonyl)-piperidine